O=C1NC(CCC1N1CC2=CC=C(C=C2C1=O)N1CC2(C1)CCN(CC2)C(=O)OCCCC)=O 7-butyl 2-(2-(2,6-dioxopiperidin-3-yl)-3-oxoisoindolin-5-yl)-2,7-diazaspiro[3.5]nonane-7-carboxylate